3-hydroxy-9-((tetrahydro-2H-pyran-4-yl)oxy)-6H-benzo[c]chromen-6-one OC1=CC=C2C3=C(C(OC2=C1)=O)C=CC(=C3)OC3CCOCC3